(3-(dimethylcarbamoyl)-1-methyl-1H-pyrazol-5-yl)methyl carbamimidothioate C(N)(=N)SCC1=CC(=NN1C)C(N(C)C)=O